N1N=C(C=C1)C=1C=CC=2N=CN=C(C2N1)N1CCN(CC1)C1=NC=C(C=C1)C(F)(F)F 6-(1H-pyrazol-3-yl)-4-(4-(5-(trifluoromethyl)pyridin-2-yl)piperazin-1-yl)pyrido[3,2-d]pyrimidine